FC1=C(C(=O)N[C@H](C(=O)O)CC2=C3C=CC(=NC3=C(C=C2)C2=C(C=C(C=C2OC)COCC)OC)C)C(=CC=C1)F (S)-2-(2,6-difluorobenzoylamino)-3-(8-(4-(ethoxymethyl)-2,6-dimethoxyphenyl)-2-methylquinolin-5-yl)propionic acid